(R)-2-((1-(2-(4,4-dimethylpiperidin-1-yl)-5-isopropyl-4-oxo-4H-chromen-8-yl)ethyl)amino)benzoic acid CC1(CCN(CC1)C=1OC2=C(C=CC(=C2C(C1)=O)C(C)C)[C@@H](C)NC1=C(C(=O)O)C=CC=C1)C